C(C)(=O)C1=CC=C(C=C1)CC(C(=O)OCC)N ethyl 3-(4-acetylphenyl)-2-aminopropanoate